O1C(=NC2=C1C=CC=C2)C2=CC=C(C=C2)NC2=CC=C(C=C2)C=2SC1=C(C2)C=CC=C1 N-(4-benzoxazol-2-yl-phenyl)-N-(4-benzothien-2-yl-phenyl)-amine